CC1=NC=2CCC3(CC2C(N1)=O)CCN(CC3)C(=O)OC(C)(C)C tert-butyl 2'-methyl-4'-oxo-3',5',7',8'-tetrahydro-4'H-spiro[piperidine-4,6'-quinazoline]-1-carboxylate